(4-(1H-indol-3-yl)phenyl)(4-(5-methyl-1H-imidazol-2-yl)piperidin-1-yl)methanone N1C=C(C2=CC=CC=C12)C1=CC=C(C=C1)C(=O)N1CCC(CC1)C=1NC(=CN1)C